Methyl 2-[[2-(2-chloro-3,5-difluoro-phenyl)sulfanylacetyl]-[(6-cyano-3-pyridyl)methyl] amino]acetate ClC1=C(C=C(C=C1F)F)SCC(=O)N(CC(=O)OC)CC=1C=NC(=CC1)C#N